N-{1-[5-(1H-indol-6-yl)-thiophen-2-yl]-ethyl}-6,7-dimethoxy-2-methylquinazolin-4-amine N1C=CC2=CC=C(C=C12)C1=CC=C(S1)C(C)NC1=NC(=NC2=CC(=C(C=C12)OC)OC)C